FC1=C(C=C(C=C1C[C@@H]1N(CC2(CC2)[C@@H]1NS(=O)(=O)CF)C([C@](CF)(C)O)=O)F)C1=CC=CC=C1 N-((6S,7S)-6-((2,5-difluoro-[1,1'-biphenyl]-3-yl)methyl)-5-((S)-3-fluoro-2-hydroxy-2-methylpropanoyl)-5-azaspiro[2.4]heptan-7-yl)-1-fluoromethanesulfonamide